1-((S)-2-amino-3,3-dimethylbutanoyl)-4-hydroxy-N-((S)-1-(4-(4-methylthiazol-5-yl)phenyl)ethyl)pyrrolidine-2-carboxamide N[C@H](C(=O)N1C(CC(C1)O)C(=O)N[C@@H](C)C1=CC=C(C=C1)C1=C(N=CS1)C)C(C)(C)C